ClC1=C(CNCC(=O)O)C=C(C=C1)C=1OC(=NN1)C=1C(=C(C=CC1)C1=CC=CC=C1)C (2-chloro-5-(5-(2-methyl-[1,1'-biphenyl]-3-yl)-1,3,4-oxadiazol-2-yl)benzyl)glycine